C(C1=CC=CC=C1)OC(=O)NCC(=O)NCCOCCOCCOCCOCCC 1-({N-[(Benzyloxy)carbonyl]glycyl}amino)-3,6,9,12-tetraoxapentadecane